2-((7-((S)-1-(4-cyano-2-fluorophenyl)ethoxy)-3,4-dihydroisoquinolin-2(1H)-yl)methyl)-1-(((S)-oxetan-2-yl)methyl)-1H-benzo[d]imidazole-6-carboxylic acid tert-butyl ester C(C)(C)(C)OC(=O)C=1C=CC2=C(N(C(=N2)CN2CC3=CC(=CC=C3CC2)O[C@@H](C)C2=C(C=C(C=C2)C#N)F)C[C@H]2OCC2)C1